CC1=NC(=NC=C1C(=O)N1CCCCC1)N1C(C2=C(CC1)NC=N2)C2=NN1C(C(=CC=C1)C)=C2 (4-methyl-2-(4-(4-methylpyrazolo[1,5-a]pyridin-2-yl)-1,4,6,7-tetrahydro-5H-imidazo[4,5-c]pyridin-5-yl)pyrimidin-5-yl)(piperidin-1-yl)methanone